(R)-2-((1-(3,6-dimethyl-2-(1-methylcyclobutyl)-4-oxo-3,4-dihydroquinazolin-8-yl)ethyl)amino)benzoic acid CN1C(=NC2=C(C=C(C=C2C1=O)C)[C@@H](C)NC1=C(C(=O)O)C=CC=C1)C1(CCC1)C